OC(CC[C@@H](C)[C@H]1CCC2=C3CC[C@@H]4CC(CC[C@@]4([C@H]3CC[C@]12C)C)CC(=O)O)(C)C 2-((5R,9R,10S,13R,17R)-17-((R)-5-hydroxy-5-methylhexan-2-yl)-10,13-dimethyl-2,3,4,5,6,7,9,10,11,12,13,15,16,17-tetradecahydro-1H-cyclopenta[a]phenanthren-3-yl)acetic acid